FC=1C=CC2=C(C1)C=1N=CN(C(C1O2)=O)CCC(=O)N2CCC(CC2)(C2=CC(=CC=C2)C(F)(F)F)O 8-fluoro-3-(3-(4-hydroxy-4-(3-(trifluoromethyl)phenyl)piperidin-1-yl)-3-oxopropyl)benzofuro[3,2-d]pyrimidin-4(3H)-one